(E)-3-(3-(4-fluorophenoxy)-4-hydroxyphenyl)-N-(4-hydroxyphenethyl)acrylamide FC1=CC=C(OC=2C=C(C=CC2O)/C=C/C(=O)NCCC2=CC=C(C=C2)O)C=C1